ClC=1C=CC(=C(C1)C1=C2C(=NC(=C1)C)C(=CS2)C(=O)NCC(=O)O)OCCN2C(=NC1=CC(=CC(=C1C2=O)C#N)C(F)(F)F)C (7-(5-chloro-2-(2-(5-cyano-2-methyl-4-oxo-7-(trifluoromethyl)quinazolin-3(4H)-yl)ethoxy)phenyl)-5-methylthieno[3,2-b]pyridine-3-carbonyl)glycine